BrC1=CC=C(C=C1)C=1N=NN(N1)CC=1C=C(N(N1)C1CC1)C(=O)O 5-[[5-(4-bromophenyl)tetrazol-2-yl]methyl]-2-cyclopropyl-pyrazole-3-carboxylic acid